CC1(SCC(N1)C(=O)O)C D-2,2-dimethylthiazolidine-4-carboxylic acid